ClC(CC(C)Cl)F 1,3-dichloro-1-fluorobutane